(5S)-5-[[[5-[2-hydroxy-4-(trifluoromethyl)phenyl]pyrido[2,3-d]pyridazin-8-yl]amino]methyl]pyrrolidin-2-one OC1=C(C=CC(=C1)C(F)(F)F)C1=C2C(=C(N=N1)NC[C@@H]1CCC(N1)=O)N=CC=C2